CN(C)CC1=CC=C(C=C1)S(=O)(=O)NC(CC1=C(C=C(C=C1C(C)C)C1=CC=C(C=C1)C1=CC=CC=C1)C(C)C)=O N-{4-[(dimethylamino)methyl]benzene-sulfonyl}-2-[4-(4-phenylphenyl)-2,6-bis(propan-2-yl)phenyl]acetamide